(3as)-3a-hydroxy-6-methyl-1-phenyl-3,3a-dihydro-1h-pyrrolo[2,3-b]quinolin-4(2h)-one O[C@@]12C(=NC3=CC=C(C=C3C1=O)C)N(CC2)C2=CC=CC=C2